ClC1=C(CNC(OC(C)(C)C)=O)C=CC(=C1)N1NC=CC(=N1)NC1=NN(C=C1)C tert-butyl (2-chloro-4-(4-((1-methyl-1H-pyrazol-3-yl)amino)-1,2,3-triazin-2-yl)benzyl)carbamate